C(C)(C)OCC(=O)N1CC2(CC2)C[C@H]1C(=O)N[C@@H](C[C@H]1C(NCC1)=O)C(COC(F)(F)F)=O (S)-5-(2-isopropoxyacetyl)-N-((S)-3-oxo-1-((S)-2-oxopyrrolidin-3-yl)-4-(trifluoromethoxy)butan-2-yl)-5-azaspiro[2.4]heptane-6-carboxamide